F[C@H]1[C@H](C1)C(=O)NC1=NC=C2C=C(C=3N(C2=C1)C=CN3)C=3C=NC(=CC3C)[C@@H](CC=C)O (1R,2R)-2-fluoro-N-(4-{6-[(1R)-1-hydroxybut-3-en-1-yl]-4-methylpyridin-3-yl}imidazo[1,2-a]1,6-naphthyridin-8-yl)cyclopropane-1-carboxamide